3-(2-(((1S,3S)-3-((4-((t-butyloxycarbonyl)amino)butyl)amino)cyclopentyl)amino)-5-(trifluoromethyl)pyrimidin-4-yl)-7-(dimethylphosphoryl)-1H-indole-6-carboxylic acid C(C)(C)(C)OC(=O)NCCCCN[C@@H]1C[C@H](CC1)NC1=NC=C(C(=N1)C1=CNC2=C(C(=CC=C12)C(=O)O)P(=O)(C)C)C(F)(F)F